C(C=C)OC=1C(=CC(=C(C1)NC(=O)N[C@@H](C)C=1N(N=CN1)C1=NC=CC=N1)Cl)Cl 1-(5-allyloxy-2,4-dichloro-phenyl)-3-[(1S)-1-(2-pyrimidin-2-yl-1,2,4-triazol-3-yl)ethyl]urea